[Er].[Yb] Ytterbium-Erbium